FC1=NC(=CC=C1C=1SC=2C(NCCC2N1)=O)N1CCCC1 2-(2-fluoro-6-(pyrrolidin-1-yl)pyridin-3-yl)-6,7-dihydrothiazolo[5,4-c]pyridin-4(5H)-one